C(C)(C)(C)N1C(C2=CC(=C(C=C2C1)F)F)=O tert-butyl-5,6-difluoro-1-oxoisoindoline